methano-naphthalen-8-one C=12C(=CC=C3C=CCC(C13)=O)C2